NC1=NC2=CC=C(C=C2C=C1O[C@@H](C)C=1C=C(C=CC1N1N=CC=C1)C1=NOC(N1)=O)F 3-[3-{(1S)-1-[(2-amino-6-fluoroquinolin-3-yl)oxy]ethyl}-4-(1H-pyrazol-1-yl)phenyl]-1,2,4-oxadiazol-5(4H)-one